2-bromo-4-chloro-1,1'-biphenyl BrC1=C(C=CC(=C1)Cl)C1=CC=CC=C1